3-(difluoromethyl)[1,4'-bipiperidine]-1'-carboxylic acid benzyl ester C(C1=CC=CC=C1)OC(=O)N1CCC(CC1)N1CC(CCC1)C(F)F